bis-tert-butylcumene C(C)(C)(C)C=1C(=C(C=CC1)C(C)C)C(C)(C)C